FC(C(C(C(C(C(F)(F)F)(F)F)(F)F)(F)F)(F)F)(S(=O)N)F perfluorohexyl-sulfinamide